C(C)(C)(C)OC(=O)N[C@@H]([C@H](O)C)C(=O)O (tert-butoxycarbonyl)-L-threonine